1-(4-((2-(azepan-1-yl)-5-oxo-5,6-dihydropyrimido[4,5-d]pyridazin-4-yl)amino)benzyl)piperidine-4-carboxylic acid N1(CCCCCC1)C=1N=C(C2=C(C=NNC2=O)N1)NC1=CC=C(CN2CCC(CC2)C(=O)O)C=C1